C1(=CC=C(C=C1)C1=CC(=NN1C1=CC=C(C(=O)O)C=C1)C(F)(F)F)C 4-(5-p-tolyl-3-(trifluoromethyl)-1H-pyrazol-1-yl)benzoic acid